FC1=C(C=C(C(=C1)F)F)CC#N 2,4,5-trifluoro-phenylacetonitrile